(R)-1-(2-chloropyridin-3-yl)ethyl (1-methyl-4-(5-((N-methylsulfamoyl)amino)pyridin-2-yl)-1H-1,2,3-triazol-5-yl)carbamate CN1N=NC(=C1NC(O[C@H](C)C=1C(=NC=CC1)Cl)=O)C1=NC=C(C=C1)NS(NC)(=O)=O